N-methyl-cysteine CN[C@@H](CS)C(=O)O